5-fluoro-6-(2-hydroxy-2-methylpropyloxy)-4-(6-(6-((6-methoxypyridin-3-yl)methyl)-3,6-diazabicyclo[3.1.1]heptan-3-yl)pyridin-3-yl)pyrazolo[1,5-a]pyridine-3-carbonitrile FC1=C(C=2N(C=C1OCC(C)(C)O)N=CC2C#N)C=2C=NC(=CC2)N2CC1N(C(C2)C1)CC=1C=NC(=CC1)OC